tert-butyl (2R)-4-hydroxy-2-methylazepane-1-carboxylate OC1C[C@H](N(CCC1)C(=O)OC(C)(C)C)C